(2S)-1-[2-[(3R)-3-[(7-methoxy-5-quinolyl)amino]pyrrolidin-1-yl]acetyl]pyrrolidine-2-carbonitrile COC1=CC(=C2C=CC=NC2=C1)N[C@H]1CN(CC1)CC(=O)N1[C@@H](CCC1)C#N